CS(=O)(=O)CN=C1C=CC(O1)C(=O)N 5-(methylsulfonylmethylimino)furan-2-carboxamide